tert-butyl N-{14-[(4-{[1-tert-butyl-4-cyano-3-(4-nitrophenyl)-1H-pyrazol-5-yl]amino}pyridin-2-yl)oxy]-3,6,9,12-tetraoxatetradecan-1-yl}carbamate C(C)(C)(C)N1N=C(C(=C1NC1=CC(=NC=C1)OCCOCCOCCOCCOCCNC(OC(C)(C)C)=O)C#N)C1=CC=C(C=C1)[N+](=O)[O-]